CONC([O-])=O N-meth-oxy-carbamate